4-(8-azabicyclo[3.2.1]oct-2-en-3-yl)-N-(1-methyl-1H-pyrazol-4-yl)pyrimidin-2-amine C12C=C(CC(CC1)N2)C2=NC(=NC=C2)NC=2C=NN(C2)C